CC=1C(=C(C=C(C1)C(F)(F)F)O)C=1C=CC=2N(N1)N=C(N2)NC2CN(CCC2)C 3-methyl-2-(2-((1-methylpiperidin-3-yl)amino)-[1,2,4]triazolo[1,5-b]pyridazin-6-yl)-5-(trifluoromethyl)phenol